SC(CC(O)O)C 3-mercaptobutanediol